COC1=CC=C(C=C1)CCN1N=C2N(CCCC2)C1=O (5S)-2-[2-(4-Methoxyphenyl)ethyl]-3-oxo-2,3,5,6,7,8-hexahydro[1,2,4]triazolo[4,3-a]pyridin